1-(4-((4-((4-chloro-3-(oxazol-5-yl)phenyl)-amino)-7-methoxy-quinazolin-6-yl)oxy)-piperidin-1-yl)prop-2-en-1-one ClC1=C(C=C(C=C1)NC1=NC=NC2=CC(=C(C=C12)OC1CCN(CC1)C(C=C)=O)OC)C1=CN=CO1